diazepinealdehyde N1N=C(C=CC=C1)C=O